FC(C=1C=CC(=C(C1)NC(=S)N1C[C@](CC1)(C1=NC=NS1)C1=CC(=C(C=C1)C)F)OC)F |o1:13| (R or S)-N-(5-(difluoromethyl)-2-methoxyphenyl)-3-(3-fluoro-4-methylphenyl)-3-(1,2,4-thiadiazol-5-yl)pyrrolidine-1-carbothioamide